3-Glycidyloxypropylmethyl-dimethoxysilan C(C1CO1)OCCC[Si](OC)(OC)C